The molecule is a hydroxyisoflavone that is isoflavone substituted by hydroxy groups at positions 5 and 7 and a 6,6-dimethyl-3,6-dihydro-2H-pyran across positions 3' and 4' respectively. It has been isolated from Ficus mucuso. It has a role as a plant metabolite. It derives from an isoflavone. CC1(C=CC2=C(O1)C=CC(=C2)C3=COC4=CC(=CC(=C4C3=O)O)O)C